(7-methyl-6-phenyl-4a,7a-dihydro-7H-pyrrolo[2,3-d]pyrimidin-5-yl)(4-phenylpiperazin-1-yl)methanone CN1C(=C(C2C1N=CN=C2)C(=O)N2CCN(CC2)C2=CC=CC=C2)C2=CC=CC=C2